(2-oxooxazolidin-4-yl)methyl 4-methylbenzenesulfonate CC1=CC=C(C=C1)S(=O)(=O)OCC1NC(OC1)=O